tert-butyl 4-[2-[(tert-butylsulfinylamino)methyl]-4-fluoro-phenoxy]-3-[(5-chloropyrazolo[1,5-a]pyrimidine-3-carbonyl)amino]benzoate C(C)(C)(C)S(=O)NCC1=C(OC2=C(C=C(C(=O)OC(C)(C)C)C=C2)NC(=O)C=2C=NN3C2N=C(C=C3)Cl)C=CC(=C1)F